3,3,1,1-tetrafluoropropene FC(C=C(F)F)F